3,3-difluoro-N-(pyrazin-2-ylmethyl)cyclobutanecarboxamide FC1(CC(C1)C(=O)NCC1=NC=CN=C1)F